N=1C=NC(C2C1C1=C(S2)CCCC1)=O 6,7,8,9-tetrahydro-4aH-benzothieno[3,2-d]pyrimidin-4-one